ClC=1C=CC=2OCCN(C2N1)C(C)C 6-chloro-4-isopropyl-2H,3H-pyrido[3,2-b][1,4]oxazine